I[O-].[Na+].C(C)(C)(C)[Si](C)(C)OC1=C(C=C(C=C1)COC1CCC=CCCC1)Cl tert-butyl-(2-chloro-4-((cyclooct-4-en-1-yloxy)methyl)phenoxy)dimethylsilane Sodium Hypoiodite